C(C)N1N=C(C(=C1)C1=CC(=CC(N1)=O)C1=CC(=NC=C1)NC1=NC(=NC=C1)C)C(F)(F)F 6-[1-ethyl-3-(trifluoromethyl)pyrazol-4-yl]-4-[2-[(2-methylpyrimidin-4-yl)amino]-4-pyridyl]-1H-pyridin-2-one